O=C1NN(CC2=CC=CC=C12)C(=O)[O-] 4-oxo-1,3-dihydrophthalazine-2-carboxylate